C[Si](C)(C)C#CC1=C(C=O)C=CC=C1 (trimethylsilyl-ethynyl)benzaldehyde